5-[1-(4,4-diethyl-2-imino-6-oxo-hexahydropyrimidin-1-yl)-3-methoxy-propyl]-N-[(3S,4R)-3-hydroxy-2,2-dimethyl-chroman-4-yl]-2-(trifluoromethyl)benzamide C(C)C1(NC(N(C(C1)=O)C(CCOC)C=1C=CC(=C(C(=O)N[C@H]2[C@@H](C(OC3=CC=CC=C23)(C)C)O)C1)C(F)(F)F)=N)CC